1-(2-chloro-9-ethyl-8-(pyridin-4-yl)-9H-purin-6-yl)piperidin-4-ol ClC1=NC(=C2N=C(N(C2=N1)CC)C1=CC=NC=C1)N1CCC(CC1)O